[Zr].[Cu].[Ag] silver-copper-zirconium